6-({3-Cyano-6-[(cyclopropylmethyl)amino]imidazo[1,2-b]pyridazin-8-yl}amino)-N-(cyclopropylmethyl)pyridine-3-carboxamide C(#N)C1=CN=C2N1N=C(C=C2NC2=CC=C(C=N2)C(=O)NCC2CC2)NCC2CC2